perfluoro-3-methoxy-n-propyl vinyl ether C(=C)OC(C(C(OC(F)(F)F)(F)F)(F)F)(F)F